ClC=1C=CC(=C(CCN2C[C@H](N(CC2)C(=O)OCCCC)COC2=CC=C(C=C2)S(=O)(=O)C)C1)OC butyl (S)-4-(5-chloro-2-methoxyphenethyl)-2-((4-(methylsulfonyl)phenoxy)methyl)piperazine-1-carboxylate